4-[[(7R)-8-cyclopentyl-7-ethyl-5-methyl-6-oxo-7H-pteridin-2-yl]amino]-3-methoxy-N-[8-(4-piperidyloxy)octyl]benzamide C1(CCCC1)N1[C@@H](C(N(C=2C=NC(=NC12)NC1=C(C=C(C(=O)NCCCCCCCCOC2CCNCC2)C=C1)OC)C)=O)CC